(1r,4r)-N1-(5-Fluoro-4-(7-(pyridin-3-ylamino)imidazo[1,2-a]pyridin-3-yl)pyrimidin-2-yl)cyclohexane-1,4-diamine FC=1C(=NC(=NC1)NC1CCC(CC1)N)C1=CN=C2N1C=CC(=C2)NC=2C=NC=CC2